1-[trans-4-cyanotetrahydro-2H-pyran-3-yl]-3-[(2-hydroxy-4-methyl-1,2-benzoxaborinin-6-yl)amino]pyrazole-4-carboxamide C(#N)[C@H]1[C@@H](COCC1)N1N=C(C(=C1)C(=O)N)NC=1C=CC2=C(C(=CB(O2)O)C)C1